1-methoxy-4-(4-(methoxymethylene)cyclohexyl)-2-methylbenzene COC1=C(C=C(C=C1)C1CCC(CC1)=COC)C